6-morpholinopyridine-2,3-diamine O1CCN(CC1)C1=CC=C(C(=N1)N)N